1-(methylsulfonyl)-4-(4-(4,4,5,5-tetramethyl-1,3,2-dioxaborolan-2-yl)-2-(trifluoromethyl)phenyl)piperazine CS(=O)(=O)N1CCN(CC1)C1=C(C=C(C=C1)B1OC(C(O1)(C)C)(C)C)C(F)(F)F